tert-butyl 3-((pyridin-4-yloxy)methyl)azetidine-1-carboxylate N1=CC=C(C=C1)OCC1CN(C1)C(=O)OC(C)(C)C